1,2,3,4,5-pentafluoro-1H-pyrrole FN1C(=C(C(=C1F)F)F)F